C1(CCCCC1)OCOC=1C=C(C=C(C1C1=CC(=CC=C1)C)O)CCCCC 6-((cyclohexyloxy)methoxy)-3'-methyl-4-pentyl-[1,1'-biphenyl]-2-ol